ClC=1C=CC(=C(C1)C1=NNC=C1C1=NC2=CC(=CN=C2C=C1)C=1N=NN2C1NCCC2)F 2-[3-(5-chloro-2-fluoro-phenyl)-1H-pyrazol-4-yl]-7-(4,5,6,7-tetrahydrotriazolo[1,5-a]pyrimidin-3-yl)-1,5-naphthyridine